isopropyl 2-((5-amino-4-((2-(dimethylamino)ethyl)(methyl)amino)-2-methoxyphenyl)amino)-4-(5-cyclopropyl-3,3-dimethyl-2,3-dihydro-1H-pyrrolo[3,2-b]pyridin-1-yl)pyrimidine-5-carboxylate NC=1C(=CC(=C(C1)NC1=NC=C(C(=N1)N1CC(C2=NC(=CC=C21)C2CC2)(C)C)C(=O)OC(C)C)OC)N(C)CCN(C)C